4-((2,4-dimethoxybenzyl)amino)-N-(1-((2-fluoro-3-(2-morpholinoethoxy)phenyl)amino)-6-methylisoquinolin-5-yl)quinazoline-8-carboxamide COC1=C(CNC2=NC=NC3=C(C=CC=C23)C(=O)NC2=C3C=CN=C(C3=CC=C2C)NC2=C(C(=CC=C2)OCCN2CCOCC2)F)C=CC(=C1)OC